FC(C=1N=C(NC(C1)=O)C=1C(=C(CC2N(CCC(C2)C(=O)N)C2=NC3=C(C=CC=C3C=C2)C)C=CC1C(F)(F)F)F)F {3-[4-(difluoromethyl)-6-oxo-1,6-dihydropyrimidin-2-yl]-2-fluoro-4-(trifluoromethyl)benzyl}-1-(8-methylquinolin-2-yl)piperidine-4-carboxamide